(4R)-4-[3-Oxo-3-[3-[4-(N-phenylanilino)phenyl]azetidin-1-yl]propyl]oxazolidin-2-one O=C(CC[C@H]1NC(OC1)=O)N1CC(C1)C1=CC=C(C=C1)N(C1=CC=CC=C1)C1=CC=CC=C1